NC1=C(SC2=NC(=CN=C21)C)C(=O)NC2CC=1C=CC(=NC1CC2)N2CC(C(C2)OC2CC2)N 7-amino-N-[2-(3-amino-4-cyclopropoxypyrrolidin-1-yl)-5,6,7,8-tetrahydroquinolin-6-yl]-3-methylthieno[2,3-b]pyrazine-6-carboxamide